N[C@@H](CO)C(=O)N[C@H](C)C(=O)OC Methyl L-seryl-D-alaninate